BrCCCCN1C(C2CCCCC2C1=O)=O 2-(4-bromobutyl)hexahydro-1H-isoindole-1,3(2H)-dione